2-(4-(4-acryloylpiperazin-1-yl)-6-(trifluoromethyl)quinazolin-7-yl)benzamide C(C=C)(=O)N1CCN(CC1)C1=NC=NC2=CC(=C(C=C12)C(F)(F)F)C1=C(C(=O)N)C=CC=C1